C(C)(C)(C)OC(C1=NC=C(C=C1)CCC#N)=O 5-(2-cyanoethyl)picolinic acid tert-butyl ester